N1(N=NN=C1)CC(=O)C1=C(C=C(C=C1)F)F 2-(1H-1,2,3,4-tetrazol-1-yl)-2',4'-difluoroacetophenone